(4aR)-3-acryloyl-11-chloro-10-(2-fluoro-6-methoxyphenyl)-8-(2-isopropyl-4-methylpyridin-3-yl)-1,2,3,4,4a,5-hexahydropyrazino[1',2':4,5][1,4]Oxazino[2,3-c][1,8]Naphthyridin-7(8H)-one C(C=C)(=O)N1C[C@H]2N(C3=C(C(N(C=4N=C(C(=CC34)Cl)C3=C(C=CC=C3OC)F)C=3C(=NC=CC3C)C(C)C)=O)OC2)CC1